FC(C(=O)O)(F)F.FC(C(=O)O)(F)F.FC(C(=O)O)(F)F.FC(C(=O)O)(F)F.C1(=CC=CC=C1)C(CC(=O)N)C1=CC=CC=C1 3,3-diphenyl-propanamide tetrakis(trifluoroacetate)